8-(oxetan-3-yl)-6,7-dihydropyrimido[5,4-b][1,4]oxazin-4-amine O1CC(C1)N1C2=C(OCC1)C(=NC=N2)N